C(CCCCCCCCCCCCC)(=O)NNCCCS(=O)(=O)O myristamidohomotaurine